CS(=O)(=O)C1=CC=C(OCC2OCCC2)C=C1 2-(4-Methanesulfonyl-phenoxymethyl)-tetrahydro-furan